6-bromo-5-(7-methyl-[1,2,4]triazolo[1,5-a]pyridin-6-yl)-2-(1,4-dioxaspiro[4.5]dec-8-yl)-4H-pyrrolo[3,2-d]thiazole-4-carboxylic acid tert-butyl ester C(C)(C)(C)OC(=O)N1C(=C(C=2N=C(SC21)C2CCC1(OCCO1)CC2)Br)C=2C(=CC=1N(C2)N=CN1)C